[(3S)-3-(hydroxymethyl)-morpholin-4-yl]-methanone OC[C@@H]1N(CCOC1)C=O